N1=C(N=CC=C1)C1=C(C=CC=C1)C(=O)N1[C@@H]2[C@@H](C[C@H](C1)C2)NC2=NC=C(C=C2)C(F)(F)F (2-(pyrimidin-2-yl)phenyl)((1S,4S,6R)-6-((5-(trifluoromethyl)pyridin-2-yl)amino)-2-azabicyclo[2.2.1]heptan-2-yl)methanone